NC1=C2C(=NC=N1)N(N=C2I)C2CCC(CC2)N2CCN(CC2)C(=O)OC(C)(C)C tert-butyl 4-((1r,4r)-4-(4-amino-3-iodo-1H-pyrazolo[3,4-d]pyrimidin-1-yl)cyclohexyl)piperazine-1-carboxylate